N[C@@H](CC(C)C)C(=O)O |r| racemic-leucine